1,1,3,4,6-pentamethylindan CC1(CC(C2=C(C=C(C=C12)C)C)C)C